CCCC\C=C\CCCC trans-dec-5-ene